C1(=CC=C(C=C1)[C@@]1(CC[C@@]2([C@H]3CC[C@@]4([C@H](CC[C@H]4[C@@H]3[C@@H]([C@@H]([C@@H]2C1)OC(C)=O)OC(C)=O)[C@@H](CCC(=O)O)C)C)C)O)C1=CC=CC=C1 (R)-4-((3S,5R,6R,7S,8S,9S,10R,13R,14S,17R)-3-([1,1'-biphenyl]-4-yl)-6,7-diacetoxy-3-hydroxy-10,13-dimethylhexadecahydro-1H-cyclopenta[a]phenanthren-17-yl)pentanoic acid